4-cyclopropyl-2-(4-fluoro-2-methylphenoxy)-N-(4-fluoro-3-iodophenyl)-5-(trifluoromethyl)benzamide C1(CC1)C1=CC(=C(C(=O)NC2=CC(=C(C=C2)F)I)C=C1C(F)(F)F)OC1=C(C=C(C=C1)F)C